C(C)(C)(C)C1=C(C(=CC(=C1)C(C)(C)C)C(C)(C)C)N=C=O 2,4,6-tri-t-butyl-isocyanatobenzene